3-(5-(4-((methyl(pyridin-4-ylmethyl)amino)methyl)pyridin-2-yl)-1-oxoisoindolin-2-yl)piperidine-2,6-dione CN(CC1=CC=NC=C1)CC1=CC(=NC=C1)C=1C=C2CN(C(C2=CC1)=O)C1C(NC(CC1)=O)=O